[Zn].[Ca].[Se] selenium-calcium-zinc